5-(4-methylpiperazin-1-yl)-2-(trifluoromethyl)aniline CN1CCN(CC1)C=1C=CC(=C(N)C1)C(F)(F)F